FC1=C(C(=CC=2NC(=NC21)OC=2C=CC(=C(C(=O)O)C2)C)F)C2=CC=C(C=C2)C2=CC=C(C=C2)C2CCN(CC2)CCOC 5-((4,6-difluoro-5-(4'-(1-(2-methoxyethyl)piperidin-4-yl)-[1,1'-biphenyl]-4-yl)-1H-benzo[d]imidazol-2-yl)oxy)-2-methylbenzoic acid